hexahydropyrrolo[3,4-b][1,4]oxazin-3(2H)-one O1C2C(NC(C1)=O)CNC2